tert-butyl (S)-((1-(5-chloro-2-(cyclopropylmethoxy)benzyl)piperidin-3-yl)methyl)carbamate ClC=1C=CC(=C(CN2C[C@@H](CCC2)CNC(OC(C)(C)C)=O)C1)OCC1CC1